6-(2,6-dichlorophenyl)-8-methyl-2-[(2-methyl-1,2,3,4-tetrahydroisoquinolin-7-yl)amino]pyrido[2,3-d]pyrimidin-5(8H)-one ClC1=C(C(=CC=C1)Cl)C=1C(C2=C(N=C(N=C2)NC2=CC=C3CCN(CC3=C2)C)N(C1)C)=O